NC1=CC=C(C=C1)C1=CC=C(C=C1)C1=CC(=CC(=C1)C1=CC=C(C=C1)C1=CC=C(C=C1)N)C1=CC=C(C=C1)C1=CC=C(C=C1)N 1,3,5-tris(4'-amino[1,1'-biphenyl]-4-yl)-benzene